tert-butyl ((S)-3-oxo-1-((S)-2-oxopyrrolidin-3-yl)-4-(trifluoromethoxy)butan-2-yl)carbamate O=C([C@H](C[C@H]1C(NCC1)=O)NC(OC(C)(C)C)=O)COC(F)(F)F